FC=1C=CC(=NC1N[C@H]1CNCC[C@@H]1F)C1=CN=C2N1N=C(C(=C2)OC)CC(C)O (3-(5-fluoro-6-(((3S,4S)-4-fluoropiperidin-3-yl)amino)pyridin-2-yl)-7-methoxyimidazo[1,2-b]pyridazin-6-yl)propan-2-ol